(6-(4-Methylpiperazin-1-yl)pyridin-2-yl)methylamine CN1CCN(CC1)C1=CC=CC(=N1)CN